O=C1C=C(N=C2N1C=CC=C2)C(=O)O 4-oxopyrido[1,2-a]Pyrimidine-2-carboxylic acid